(2S,3R)-2-benzoyl-3-(o-tolyl)spiro[cyclopropane-1,2'-indene]-1',3'-dione C(C1=CC=CC=C1)(=O)[C@H]1[C@@H](C12C(C1=CC=CC=C1C2=O)=O)C2=C(C=CC=C2)C